tert-butyl 3-[2-[(5-cyano-6-oxo-1-[[2-(trimethyl silyl)ethoxy]methyl]-1,6-dihydropyridazin-4-yl)oxy]ethoxy]propanoate C(#N)C1=C(C=NN(C1=O)COCC[Si](C)(C)C)OCCOCCC(=O)OC(C)(C)C